ClC1=C(C(=O)O)C=C(C=C1)NC1=NOC(C1)(C(F)(F)F)C1=CC(=C(C(=C1)Cl)F)Cl 2-chloro-5-[[5-(3,5-di-chloro-4-fluoro-phenyl)-5-(trifluoromethyl)-4H-isoxazol-3-yl]amino]-benzoic acid